(2-(pyrrolidin-1-yl)thiazol-5-yl)methanone N1(CCCC1)C=1SC(=CN1)C=O